5-(4-methylphenyl)thioanthracene tetrafluoroborate F[B-](F)(F)F.CC1=CC=C(C=C1)SC1=C2C=C3C=CC=CC3=CC2=CC=C1